3-[(tert-butoxycarbonyl)(2-carboxyethyl)amino]propionic acid C(C)(C)(C)OC(=O)N(CCC(=O)O)CCC(=O)O